1-(3-guanidinopropyl)-7-isobutyl-N-(naphthalen-1-ylmethyl)octahydro-6H-3,6-methanopyrrolo[3,2-c]pyridine-6-carboxamide N(C(=N)N)CCCN1CC2C3CNC(C(C31)CC(C)C)(C2)C(=O)NCC2=CC=CC3=CC=CC=C23